2-(3-(5-(aminomethyl)-6-oxo-1,6-dihydropyridin-3-yl)-4,4-difluoropiperidin-1-yl)-N-(5-(4-fluorophenoxy)pyridin-2-yl)propionamide NCC1=CC(=CNC1=O)C1CN(CCC1(F)F)C(C(=O)NC1=NC=C(C=C1)OC1=CC=C(C=C1)F)C